4-bromo-6,7-dichloro-1H-indole BrC1=C2C=CNC2=C(C(=C1)Cl)Cl